BrC1=CC(=NC=C1)C1N(CCC12CCN(CC2)C(=O)N)C (4-bromopyridin-2-yl)-2-methyl-2,8-diazaspiro[4.5]decane-8-carboxamide